tert-butyl (R)-7-((6-(3-phenylisooxazolidin-2-yl)pyrimidin-4-yl)amino)-3,4-dihydroisoquinoline-2(1H)-carboxylate C1(=CC=CC=C1)[C@@H]1N(OCC1)C1=CC(=NC=N1)NC1=CC=C2CCN(CC2=C1)C(=O)OC(C)(C)C